N-(carboxymethyl)-N,N-dimethyl-3-[(1-oxooctyl)amino]-1-Propanaminium C(=O)(O)C[N+](CCCNC(CCCCCCC)=O)(C)C